1-chlorodimethylsilyl-2,2,4,4,6,6-hexamethylcyclotrisilazane Cl[Si](N1[Si](N[Si](N[Si]1(C)C)(C)C)(C)C)(C)C